COCCN1C(CN2C(CC1)=CC(=N2)NC=2N=CC=1CCN(CC1C2)C2=C(C1=C(OCCN1)N=C2)C)=O 6-(2-methoxyethyl)-2-[(6-{8-methyl-1H,2H,3H-pyrido[2,3-b][1,4]oxazin-7-yl}-5,6,7,8-tetrahydro-2,6-naphthyridin-3-yl)amino]-4H,5H,6H,7H,8H-pyrazolo[1,5-d][1,4]diazepin-7-one